FC(OC1=CC=CC=2C(N([C@H]3C=4N([C@@H](C21)C3)C3=C(N4)C=CC(=C3)C#CC3(CNCCC3)C)C([2H])([2H])[2H])=O)F (7R,14R)-1-(difluoromethoxy)-6-(methyl-d3)-11-((3-methylpiperidin-3-yl)ethynyl)-6,7-dihydro-7,14-methanobenzo[f]benzo[4,5]imidazo[1,2-a][1,4]diazocin-5(14H)-one